N-((6-(3-(3-chloro-2-(3-methoxy-4-(((tetrahydro-2H-pyran-4-yl)amino)methyl)phenyl)pyridin-4-yl)-2-methylphenyl)-2-methoxypyridin-3-yl)methyl)tetrahydro-2H-pyran-4-amine ClC=1C(=NC=CC1C=1C(=C(C=CC1)C1=CC=C(C(=N1)OC)CNC1CCOCC1)C)C1=CC(=C(C=C1)CNC1CCOCC1)OC